C(C=C)(=O)N1CCN(CC1)C1=C(C=NC2=CC(=C(C=C12)Cl)C1=C(C=CC=C1)C(F)(F)F)C#N 4-(4-acryloylpiperazin-1-yl)-6-chloro-7-(2-(trifluoromethyl)phenyl)quinoline-3-carbonitrile